4-(neopentylsulfonyl)benzenesulfonic Acid C(C(C)(C)C)S(=O)(=O)C1=CC=C(C=C1)S(=O)(=O)O